FC1=C(CN2CC(CCC2)C2=CC=NC=3N2N=C(C3)C)C(=CC=C1)F 7-(1-(2,6-Difluorobenzyl)piperidin-3-yl)-2-methylpyrazolo[1,5-a]pyrimidine